Strontium-Magnesium gallat C(C1=CC(O)=C(O)C(O)=C1)(=O)[O-].[Mg+2].[Sr+2].C(C1=CC(O)=C(O)C(O)=C1)(=O)[O-].C(C1=CC(O)=C(O)C(O)=C1)(=O)[O-].C(C1=CC(O)=C(O)C(O)=C1)(=O)[O-]